3-(1H-benzo[d]imidazol-5-yl)-1-benzyl-4-(4-propoxyphenyl)imidazolidin-2-one N1C=NC2=C1C=CC(=C2)N2C(N(CC2C2=CC=C(C=C2)OCCC)CC2=CC=CC=C2)=O